C1(=CC=CC=C1)C1=C([Se]C2=C1C=CC=C2)C2=NN=NC=C2 (phenylbenzoselenophenyl)triazine